3-hydroxyundecylenic acid OC(CC(=O)O)CCCCCCC=C